3-chloro-2-(4-methoxy-2H-1,2,3-triazol-2-yl)-5-nitropyridine ClC=1C(=NC=C(C1)[N+](=O)[O-])N1N=CC(=N1)OC